3,5-dibromosalicyl fumarate C(\C=C\C(=O)[O-])(=O)OCC=1C(O)=C(C=C(C1)Br)Br